[Si](C)(C)(C(C)(C)C)O[C@@H]([C@H](CC1=CC(=CC=C1)OCCCNCCC)NC(=O)C=1C=C(C(=O)OC)C=CC1)CNC(C)(C)C1=CC(=CC=C1)OC Methyl 3-(((2S,3R)-3-((tert-butyldimethylsilyl)oxy)-4-((2-(3-methoxyphenyl)-propan-2-yl)amino)-1-(3-(3-(propylamino)propoxy)phenyl)butan-2-yl)carbamoyl)benzoate